L-7,3',4'-trihydroxyisoflavone OC1=CC=C2C(C(=COC2=C1)C1=CC(=C(C=C1)O)O)=O